FC1=CC=C(C=C1)C1CN(CCO1)C(=O)C1=C(OC=2N=CN=C(C21)NC2(CC2)C)C 5-[2-(4-fluorophenyl)morpholine-4-carbonyl]-6-methyl-N-(1-methylcyclopropyl)furo[2,3-d]pyrimidin-4-amine